Methyl 6-(3,5-dimethylisoxazol-4-yl)-1-methyl-4-((tetrahydro-2H-pyran-4-yl)(o-tolyl)methyl)-1,4-dihydropyrazolo[3',4':4,5]pyrrolo[3,2-b]pyridine-3-carboxylate CC1=NOC(=C1C=1C=C2C(=NC1)C1=C(N2C(C2=C(C=CC=C2)C)C2CCOCC2)C(=NN1C)C(=O)OC)C